C(C(=O)ON1C(C(CC1=O)S(=O)(=O)O)=O)(=O)ON1C(C(CC1=O)S(=O)(=O)O)=O.[Na] sodium bis(sulfosuccinimidyl) oxalate